(Z)-6-fluoro-10-(hydroxyimino)-2,3,5,10-tetrahydrobenzo[d]pyrazolo[1,2-a][1,2]diazepin-11(1H)-one FC1=CC=CC/2=C1CN1N(C(\C2=N/O)=O)CCC1